N-(4-((2-(1,1-difluoroethyl)-6-methylpyrimidin-4-yl)amino)-5-propylpyridin-2-yl)acetamide FC(C)(F)C1=NC(=CC(=N1)NC1=CC(=NC=C1CCC)NC(C)=O)C